C(CCCCCCC\C=C/CCCCCCCC)(=O)C(C(=O)O)CCCCCCCCO oleoyl-10-hydroxydecanoic acid